tert-Butyl 3-((tert-butoxycarbonyl)amino)-3-(((methylsulfonyl)oxy)methyl)-azetidine-1-carboxylate C(C)(C)(C)OC(=O)NC1(CN(C1)C(=O)OC(C)(C)C)COS(=O)(=O)C